tert-butyl 2-(((S)-3,3-dimethyl-2-(2,2,2-trifluoroacetamido)butanoyl)-L-phenylalanyl)-1-(((S)-2-oxopyrrolidin-3-yl)methyl)hydrazine-1-carboxylate CC([C@@H](C(=O)N[C@@H](CC1=CC=CC=C1)C(=O)NN(C(=O)OC(C)(C)C)C[C@H]1C(NCC1)=O)NC(C(F)(F)F)=O)(C)C